tert-butyl N-[7-methyl-1-(2-methylsulfonylethyl)indazol-4-yl]carbamate CC=1C=CC(=C2C=NN(C12)CCS(=O)(=O)C)NC(OC(C)(C)C)=O